C1(CC1)C=1C(=NON1)C(=O)N[C@H](C=1N=C2N(N=CC(=C2)[C@@H](C)[C@@H]2C(N[C@@H](C2)C(F)(F)F)=O)C1)C1CCC(CC1)(F)F |o1:20,22| 4-Cyclopropyl-N-((S)-(4,4-difluorocyclohexyl)(7-((S*)-1-((3R*,5S)-2-oxo-5-(trifluoromethyl)pyrrolidin-3-yl)ethyl)imidazo[1,2-b]pyridazin-2-yl)methyl)-1,2,5-oxadiazole-3-carboxamide